N1C=CC2=CC(=CC=C12)C#CC1(CCCCC1)O 1-((1H-indol-5-yl)ethynyl)cyclohexane-1-ol